O1N=CC=C1C1=C(OC[C@H](CC(C)C)NC(OC(C)(C)C)=O)C=CC(=C1)C1=CC(=NC=C1)C (S)-tert-butyl (1-(2-(isoxazol-5-yl)-4-(2-methylpyridin-4-yl)phenoxy)-4-methylpentan-2-yl)carbamate